(E)-4-((3,5-dimethyl-1H-pyrazol-1-yl)methyl)-N-(2-(3-(hydroxyamino)-3-oxoprop-1-en-1-yl)phenyl)benzamide CC1=NN(C(=C1)C)CC1=CC=C(C(=O)NC2=C(C=CC=C2)\C=C\C(=O)NO)C=C1